2-[(E)-1-[(E)-3-Chloroallyloxyimino]propyl]-5-[2-(Ethylthio)propyl]-3-hydroxycyclohex-2-enon Cl/C=C/CO\N=C(/CC)\C=1C(CC(CC1O)CC(C)SCC)=O